N-(7-phenoxychroman-4-yl)acrylamide O(C1=CC=CC=C1)C1=CC=C2C(CCOC2=C1)NC(C=C)=O